C1(CCCC1)P(C1=C(C=CC=C1OC)OC)C1CCCC1 dicyclopentyl-(2,6-dimethoxyphenyl)phosphine